C1(=CC=CC=C1)C1=NC(=NC(=N1)C=1C=NC=CC1)C1=CC=C(C=C1)C1=CC(=CC=C1)B(O)O (4'-(4-phenyl-6-(pyridin-3-yl)-1,3,5-triazin-2-yl)-[1,1'-biphenyl]-3-yl)boronic acid